6-heptenyl-methyldichlorosilane C(CCCCC=C)[Si](Cl)(Cl)C